5-(2-fluorophenyl)-4,5-dihydro-1H-pyrazole FC1=C(C=CC=C1)C1CC=NN1